4-(5-(4-fluoro-2,6-dimethylphenoxy)-1-methyl-2-oxo-1,2-dihydropyridin-4-yl)-6-methyl-N-(2-morpholinoethyl)-7-oxo-6,7-dihydro-1H-pyrrolo[2,3-c]pyridine-2-carboxamide FC1=CC(=C(OC=2C(=CC(N(C2)C)=O)C=2C3=C(C(N(C2)C)=O)NC(=C3)C(=O)NCCN3CCOCC3)C(=C1)C)C